FC(CC(=O)NC1=CC(=C(C=C1)F)N1N=C2N=CC(=CC2=C1)C(C)C)(F)F 3,3,3-trifluoro-N-{4-fluoro-3-[5-(propan-2-yl)-2H-pyrazolo[3,4-b]pyridin-2-yl]phenyl}propanamide